(3S)-6-chloro-5-(3-chloro-6-methoxy-2-pyridyl)-3-methyl-7-(trifluoromethyl)-1,3-dihydro-1,4-benzodiazepine-2-thione ClC1=C(C=CC2=C1C(=N[C@H](C(N2)=S)C)C2=NC(=CC=C2Cl)OC)C(F)(F)F